1-butyl-2,3-dimethylimidazole bisulfate S(O)(O)(=O)=O.C(CCC)N1C(N(C=C1)C)C